C(C)C1=C(C(=O)O)C(=CN=C1Cl)N ethyl-5-amino-2-chloroisonicotinic acid